ClC1=CC=C(CN2N=CC(=C2)CN2CC(C2)C=2C(=NC=CC2C2CC2)C(=O)N)C=C1 1-((1-(4-chlorobenzyl)-1H-pyrazol-4-yl)methyl)azetidin-3-yl-4-cyclopropylpicolinamide